6-[[5-chloro-3-(2,2-difluoroethoxy)-2-pyridyl]oxy]-5-methyl-N-(4-methyl-1,1-dioxo-thian-4-yl)-[1,2,4]triazolo[1,5-a]pyridine-2-carboxamide ClC=1C=C(C(=NC1)OC=1C=CC=2N(C1C)N=C(N2)C(=O)NC2(CCS(CC2)(=O)=O)C)OCC(F)F